5-methylhexane-2,3-dione CC(CC(C(C)=O)=O)C